NC1=NC(N(C=C1C)[C@@H]1O[C@]2(CN([C@@H]1[C@@H]2O)C2=NC=NC=C2)COC(C2=CC=CC=C2)(C2=CC=C(C=C2)OC)C2=CC=C(C=C2)OC)=O 4-Amino-1-[(1R,3R,4R,7S)-1-[[bis(4-methoxyphenyl)-phenyl-methoxy]methyl]-7-hydroxy-5-pyrimidin-4-yl-2-oxa-5-azabicyclo[2.2.1]heptan-3-yl]-5-methyl-pyrimidin-2-one